FC=1C=C(C(NC1)=O)[C@@H](COC)C=1C=CC2=C(N=C(O2)[C@H](C2CCC(CC2)F)NC(OCC2=CC=CC=C2)=O)C1 Benzyl ((S)-(5-((S)-1-(5-fluoro-2-oxo-1,2-dihydropyridin-3-yl)-2-methoxyethyl)-benzo[d]oxazol-2-yl)((1r,4S)-4-fluorocyclohexyl)methyl)carbamate